OC(CC=1SC=CC1)C (beta-hydroxypropyl)-thiophene